3'-deoxy-3',4'-didehydroguanosine triphosphate P(O)(=O)(OP(=O)(O)OP(=O)(O)O)OCC1=C[C@H]([C@@H](O1)N1C=NC=2C(=O)NC(N)=NC12)O